C1(CC1)CN1C(=CC2=CC=C(C=C12)N1CCC(CC1)C(=O)N1CC(C1)OC)C1=NN2C(C(=CC(=C2)C(=O)N2C[C@@H](CCC2)N)OC)=C1C (3R)-1-{2-[1-(cyclopropylmethyl)-6-[4-(3-methoxyazetidine-1-carbonyl)piperidin-1-yl]-1H-indol-2-yl]-4-methoxy-3-methylpyrazolo[1,5-a]pyridin-6-carbonyl}piperidin-3-amine